N-(2-aminophenyl)-N-methyl-Cyclopropanesulfonamide NC1=C(C=CC=C1)N(S(=O)(=O)C1CC1)C